1-(4-(5-amino-3-(4-(2-fluorophenoxy)phenyl)imidazo[1,5-c]pyrimidin-1-yl)-3,6-dihydropyridin-1(2H)-yl)-2-hydroxyethan-1-one NC1=NC=CC=2N1C(=NC2C=2CCN(CC2)C(CO)=O)C2=CC=C(C=C2)OC2=C(C=CC=C2)F